OC(C)C1=CC=C2C(=N1)NC(=C2)C2=NC1=C(N2C)C(=CC(=C1)C(=O)N1C[C@@H](CCC1)NC(OC(C)(C)C)=O)OC tert-butyl ((3R)-1-(2-(6-(1-hydroxyethyl)-1H-pyrrolo[2,3-b]pyridin-2-yl)-7-methoxy-1-methyl-1H-benzo[d]imidazole-5-carbonyl)piperidin-3-yl)carbamate